3,3-bis-azidomethyl-oxybutane N(=[N+]=[N-])COC(CC)(C)OCN=[N+]=[N-]